CN(C)CC1=NC2=C(C=CC=C2C=C1)NS(=O)(=O)C=1C=C(C=CC1)NC(C)=O N-(3-(N-(2-((Dimethylamino)methyl)quinolin-8-yl)sulfamoyl)phenyl)acetamide